FC(C(=O)O)(F)F.NC=1C=2N(C=C(N1)C(F)(F)F)C(=CN2)C=2C=C(C=CC2)S(=O)(=O)NC21CCC(C2)(C1)CO 3-(8-Amino-6-(trifluoromethyl)imidazo[1,2-a]pyrazin-3-yl)-N-(4-(hydroxymethyl)bicyclo[2.1.1]hexan-1-yl)benzenesulfonamide trifluoroacetate salt